N(=[N+]=[N-])CCOCCOCCOCC 11-azido-3,6,9-trioxaundecan